sodium 2,4,6-trimethylpyridine-3-carboxylate hydrogen chloride salt Cl.CC1=NC(=CC(=C1C(=O)[O-])C)C.[Na+]